S-(3-bromo-2-cyano-4-fluorophenyl) ethanethioate C(C)(SC1=C(C(=C(C=C1)F)Br)C#N)=O